N-(2-(2,2-dimethylpyrrolidin-1-yl)ethyl)-6-methyl-5-((1-methyl-6-((2-morpholinopyridin-4-yl)amino)-1H-pyrazolo[3,4-d]pyrimidin-3-yl)amino)nicotinamide CC1(N(CCC1)CCNC(C1=CN=C(C(=C1)NC1=NN(C2=NC(=NC=C21)NC2=CC(=NC=C2)N2CCOCC2)C)C)=O)C